(R)-2-(4-methoxyphenyl)pyrrolidine COC1=CC=C(C=C1)[C@@H]1NCCC1